3,4-dihydro-1H-benzo[f][1,4,5]oxathiazepine 2,2-dioxide N1S(CCOC2=C1C=CC=C2)(=O)=O